C1(=CC=CC=C1)P(C1=C(C=CC=C1)S(=O)(=O)O)C1=CC=CC=C1 2-diphenylphosphanylbenzenesulfonic acid